1,4-bis(o-cyanophenylvinyl)benzene C(#N)C1=C(C=CC=C1)C=CC1=CC=C(C=C1)C=CC1=C(C=CC=C1)C#N